N-(3-(1,1-difluoropropyl)phenyl)-1-(6-methoxy-5-propyl-[1,1'-biphenyl]-3-yl)-3-methyl-5-oxo-4,5-dihydro-1H-pyrazole-4-carboxamide FC(CC)(F)C=1C=C(C=CC1)NC(=O)C1C(=NN(C1=O)C=1C=C(C(=C(C1)CCC)OC)C1=CC=CC=C1)C